4-amino-N-(3-(3-(3-aminoprop-1-yn-1-yl)phenyl)prop-2-yn-1-yl)butanamide NCCCC(=O)NCC#CC1=CC(=CC=C1)C#CCN